ClC=1C=CC(N(C1)C)=O 5-chloro-1-methylpyridin-2(1H)-one